ClC=1C(=NC=CC1C1=NN(C2=NC(=C(N=C21)CO)N2CCN(CC2)C(=O)NC2=CC=C(C=C2)F)C2OCCCC2)NC 4-{3-[3-chloro-2-(methylamino)pyridin-4-yl]-5-(hydroxymethyl)-1-(oxane-2-yl)-1H-pyrazolo[3,4-b]pyrazine-6-yl}-N-(4-fluorophenyl)piperazine-1-carboxamide